tert-butyl 7-(2-((7-chloro-2-methyl-1,2,3,4-tetrahydroisoquinolin-6-yl)amino)-5-(trifluoromethyl)pyrimidin-4-yl)-2,3-dihydrothieno[2,3-f][1,4]thiazepine-4(5H)-carboxylate 1,1-dioxide ClC1=C(C=C2CCN(CC2=C1)C)NC1=NC=C(C(=N1)C1=CC2=C(CN(CCS2(=O)=O)C(=O)OC(C)(C)C)S1)C(F)(F)F